tert-butyl (R)-(2-(bicyclo[1.1.1]pentan-1-ylamino)-1-cyclohexyl-2-oxoethyl)carbamate C12(CC(C1)C2)NC([C@@H](C2CCCCC2)NC(OC(C)(C)C)=O)=O